ClC1CN(CCN1Cl)C1=CC=CC=2OCCOC21 5-(3,4-dichloropiperazin-1-yl)-2,3-dihydro-1,4-benzodioxine